cyclopropyl trans-N-[4-[5-[2-(ethylsulfamoyl)-4-(1H-imidazol-2-ylamino)phenyl]thiazol-2-yl]cyclohexyl]carbamate C(C)NS(=O)(=O)C1=C(C=CC(=C1)NC=1NC=CN1)C1=CN=C(S1)[C@@H]1CC[C@H](CC1)NC(OC1CC1)=O